FC1=CC(=CC=2C(=C(OC21)C)C(=O)O)OCC=2C(=NC=CC2)C(F)(F)F 7-fluoro-2-methyl-5-((2-(trifluoromethyl)pyridin-3-yl)methoxy)benzofuran-3-carboxylic acid